(R)-1-(6-(4-(5,6-dichloro-1H-indazol-4-yl)-3-(2,2-dimethyl-4-(morpholinomethyl)piperidin-1-yl)-5-methyl-1H-pyrazol-1-yl)-2-azaspiro[3.3]hept-2-yl)prop-2-en-1-one ClC=1C(=C2C=NNC2=CC1Cl)C=1C(=NN(C1C)C1CC2(CN(C2)C(C=C)=O)C1)N1C(C[C@@H](CC1)CN1CCOCC1)(C)C